(trifluoromethyl)benzimidazol-5-amine FC(F)(F)C=1NC2=C(N1)C=CC(=C2)N